1,3-bis-aminomethyl-cyclohexane adipate C(CCCCC(=O)O)(=O)O.NCC1CC(CCC1)CN